3-bromo-3'',5,5',5''-tetra-tert-butyl-1,1':3',1''-terphenyl BrC=1C=C(C=C(C1)C(C)(C)C)C1=CC(=CC(=C1)C(C)(C)C)C1=CC(=CC(=C1)C(C)(C)C)C(C)(C)C